N1=CC(=CC=C1)C=1C=CC=C2[C@H](CCOC12)CNC(OC(C)(C)C)=O tert-butyl (S)-((8-(pyridin-3-yl)chroman-4-yl)methyl)carbamate